Sodium (2S)-2-((2S)-2-(((1-(4,4-difluorocyclohexyl)ethoxy)carbonyl)amino)-4-methylpentan amido)-1-hydroxy-3-((S)-2-oxopyrrolidin-3-yl)propane-1-sulfonate FC1(CCC(CC1)C(C)OC(=O)N[C@H](C(=O)N[C@H](C(S(=O)(=O)[O-])O)C[C@H]1C(NCC1)=O)CC(C)C)F.[Na+]